[C].[Ti].[Mo] molybdenum-titanium carbon